C(CN)CN(CCO)CCO (3-aminopropyl)diethanolamine